1-methyl-2-isocyanatoethyl methacrylate C(C(=C)C)(=O)OC(CN=C=O)C